1-phenyl-3-(4-isopropylphenyl)-propane-1,3-dion C1(=CC=CC=C1)C(CC(=O)C1=CC=C(C=C1)C(C)C)=O